sodium 1-naphthalenesulfinate C1(=CC=CC2=CC=CC=C12)S(=O)[O-].[Na+]